ClC=1C=CC=2N=CN=C(C2N1)NC=1C=NC(=CC1)OCC(F)(F)F 6-chloro-N-[6-(2,2,2-trifluoroethoxy)-3-pyridyl]pyrido[3,2-d]pyrimidin-4-amine